C(C1=CC=CC=C1)OCCCCCOC1=CC(=NC=C1)NN 4-(5-(benzyloxy)pentoxy)-2-hydrazinopyridine